CC1=CC=CC(=N1)C=1N=C2N(CCN2)C1C1=CC=C(C=C1)N1CCOCC1 4-(4-(6-(6-methylpyridin-2-yl)-2,3-dihydro-1H-imidazo[1,2-a]imidazol-5-yl)phenyl)morpholine